ClC1=C(C(=CC=C1)F)C1CC(=NO1)C=1N=C(SC1)C1CCN(CC1)C(COC1=NC=NC(=C1)OC)=O 1-(4-(4-(5-(2-chloro-6-fluorophenyl)-4,5-dihydroisoxazol-3-yl)thiazol-2-yl)piperidin-1-yl)-2-((6-methoxypyrimidin-4-yl)oxy)ethan-1-one